CC1C2CN(C(C1)C2)C(=O)OC(C)(C)C tert-butyl (trans)-5-methyl-2-azabicyclo[2.2.1]heptane-2-carboxylate